(S)-2-(4-((4-(1H-1,2,4-triazol-1-yl)phenyl)sulfonylamino)-2,6-difluorobenzoylamino)-3-(4-(2,6-dimethoxyphenyl)naphthalen-1-yl)propanoic acid N1(N=CN=C1)C1=CC=C(C=C1)S(=O)(=O)NC1=CC(=C(C(=O)N[C@H](C(=O)O)CC2=CC=C(C3=CC=CC=C23)C2=C(C=CC=C2OC)OC)C(=C1)F)F